FC=1C(=CC(=NC1)C)C=1NC2=CC=C(C=C2C1C(C)C)C1CCN(CC1)C(CN(CCC#N)C)=O 3-((2-(4-(2-(5-fluoro-2-methylpyridin-4-yl)-3-isopropyl-1H-indol-5-yl)piperidin-1-yl)-2-oxoethyl)(methyl)amino)propionitrile